COC(C1=C(C=C2C3(CC(N(C2=N1)C(=O)OC(C)(C)C)C3)F)CN(C(CN(C)C)=O)C)OC tert-butyl 7-(dimethoxymethyl)-4-fluoro-6-((2-(dimethylamino)-N-methylacetamido) methyl)-3,4-dihydro-2,4-methylene-1,8-naphthyridine-1(2H)-carboxylate